((2S,3R,4R)-2-(4-fluorophenyl)-4-(4-(trifluoromethyl)benzyl)tetrahydrofuran-3-yl)methyl-2-methylbut-2-enoate FC1=CC=C(C=C1)[C@H]1OC[C@@H]([C@@H]1COC(C(=CC)C)=O)CC1=CC=C(C=C1)C(F)(F)F